The molecule is the conjugate acid of coformycin arising from protonation of the imine nitrogen. It is a conjugate acid of a coformycin. C1[C@H](C2=C(NC=N1)[N+](=CN2)[C@H]3[C@@H]([C@@H]([C@H](O3)CO)O)O)O